P(=O)(OC1=C2C(=CNC2=CC=C1)C[C@@H]1N(CCC1)C)(O)O (R)-3-((1-methylpyrrolidin-2-yl) methyl)-1H-indol-4-yl dihydrogen phosphate